N-[3-chloro-2-(2-fluorobenzoyl)phenyl]Acetamide ClC=1C(=C(C=CC1)NC(C)=O)C(C1=C(C=CC=C1)F)=O